6-Fluoro-5-(4-fluoro-3-(4,4,5,5-tetramethyl-1,3,2-dioxaborolan-2-yl)phenoxy)-4-vinyl-1H-indole FC1=C(C(=C2C=CNC2=C1)C=C)OC1=CC(=C(C=C1)F)B1OC(C(O1)(C)C)(C)C